3-[(3-Methoxyphenyl)thio]pyridazine-4-carboxylic acid COC=1C=C(C=CC1)SC=1N=NC=CC1C(=O)O